COC1=NOC(=C1)C1CN(C1)C(=O)[C@@H]1CC[C@H]2N1C(CC[C@@H]1[C@@H](C2)C1)=O (3S,6S,7aS,8aR,9aR)-3-(3-(3-methoxy-isoxazol-5-yl)azetidine-1-carbonyl)-5-oxodeca-hydro-1H-cyclopropa[d]pyrrolo[1,2-a]azocin